Pyran-3-amine hydrochloride Cl.O1CC(=CC=C1)N